pentaerythritol pentasebacate C(CCCCCCCCC(=O)O)(=O)O.C(CCCCCCCCC(=O)O)(=O)O.C(CCCCCCCCC(=O)O)(=O)O.C(CCCCCCCCC(=O)O)(=O)O.C(CCCCCCCCC(=O)O)(=O)O.OCC(CO)(CO)CO